C(C)(C)(C)OCCOCCC ethylene glycol propyl tertiary butyl ether